(cyanomethyl)-4-(5-methyl-2-((1-(2-methyltetrahydro-2H-pyran-4-yl)-1H-pyrazol-4-yl)amino)pyrimidin-4-yl)benzamide C(#N)CC1=C(C(=O)N)C=CC(=C1)C1=NC(=NC=C1C)NC=1C=NN(C1)C1CC(OCC1)C